N[C@@H](/C=C/C(=O)OCC)[C@H](C)O ethyl (4S,5S,E)-4-amino-5-hydroxyhex-2-enoate